1,4,5,8-Tetrahydronaphthalene C1C=CCC=2CC=CCC12